(R,E)-2-fluoro-N-(4-((5-fluoro-2-methoxy-4-((1-methyl-1H-benzo[d]imidazol-5-yl)oxy)phenyl)amino)-7-methoxyquinazolin-6-yl)-3-(1-methylpyrrolidin-2-yl)acrylamide F\C(\C(=O)NC=1C=C2C(=NC=NC2=CC1OC)NC1=C(C=C(C(=C1)F)OC1=CC2=C(N(C=N2)C)C=C1)OC)=C\[C@@H]1N(CCC1)C